3-(4-(6-azabicyclo[3.1.1]heptan-3-yl)-5-fluoro-1-oxoisoindolin-2-yl)piperidine-2,6-dione C12CC(CC(N1)C2)C2=C1CN(C(C1=CC=C2F)=O)C2C(NC(CC2)=O)=O